C(N1COC(C1)C)N1COC(C1)C 3,3'-methylenbis[5-methyloxazolidine]